C1(CC1)CN[C@H]1[C@@H](C1)C1=CC(=C(S1)C)C(=O)NC1CCOCC1 5-(trans-2-((cyclopropylmethyl)amino)-cyclopropyl)-2-methyl-N-(tetrahydro-2H-pyran-4-yl)thiophene-3-carboxamide